FC=1C=NN(C1)C1=CC=C(C=N1)CNC 1-(6-(4-Fluoro-1H-pyrazol-1-yl)pyridin-3-yl)-N-methyl-methylamine